C1(=CC=CC=C1)[C@H]1N=C(OC1)C=1C=NC=C(C1)C=1OC[C@H](N1)C1=CC=CC=C1 3,5-bis((R)-4-phenyl-4,5-dihydrooxazol-2-yl)pyridine